ClC=1C=C(C=CC1Cl)N=[N+]=[N-] 3,4-dichlorophenyl azide